8-(4-(difluoromethoxy)phenyl)pteridine-7(8H)-one FC(OC1=CC=C(C=C1)N1C(C=NC=2C=NC=NC12)=O)F